C=C1C=NCS1 5-methylenethiazole